(6,7-Dichloro-10-(1H-pyrazol-4-yl)-3,4-dihydropyrazino[1,2-a]indol-2(1H)-yl)(4-methylmorpholin-3-yl)methanone ClC1=C(C=CC=2C(=C3N(C12)CCN(C3)C(=O)C3N(CCOC3)C)C=3C=NNC3)Cl